aluminum n-octanol C(CCCCCCC)O.[Al]